C(C1=CN=CC=C1)(=O)OC=1CC(C=C(C1)Cl)(O)C=NC1=CC=C(C=C1)CN(CC)CC 5-chloro-3-((4-((di-ethylamino)methyl)phenylimino)methyl)-3-hydroxyphenyl nicotinate